COC1=CC=CC(=N1)C1=CC=CC2=C1OC(CO2)CN2C(NC(C2=O)(C)C)=O 3-[8-(6-Methoxy-pyridin-2-yl)-2,3-dihydro-benzo[1,4]dioxin-2-ylmethyl]-5,5-dimethyl-imidazolidine-2,4-dione